3-(3-fluoro-4-nitrophenyl)-1-(1-(oxetan-3-yl)piperidin-4-yl)-1H-pyrazolo[3,4-d]pyrimidin-4-amine FC=1C=C(C=CC1[N+](=O)[O-])C1=NN(C2=NC=NC(=C21)N)C2CCN(CC2)C2COC2